D-5-amino-4-(5-bromo-4-nitro-1-oxoisoindolin-2-yl)-5-oxopentanoic acid tert-butyl ester C(C)(C)(C)OC(CC[C@H](C(=O)N)N1C(C2=CC=C(C(=C2C1)[N+](=O)[O-])Br)=O)=O